1-(8-(2-(1H-Tetrazol-5-yl)phenyl)-2,8-diazaspiro[4.5]decan-2-yl)pentan-1-one N1N=NN=C1C1=C(C=CC=C1)N1CCC2(CCN(C2)C(CCCC)=O)CC1